N-(3-((5-bromo-2-((2-methoxy-4-(4-(4-methylpiperazin-1-yl)piperidin-1-yl)-5-vinylphenyl)amino)pyrimidin-4-yl)amino)quinolin-4-yl)methanesulfonamide BrC=1C(=NC(=NC1)NC1=C(C=C(C(=C1)C=C)N1CCC(CC1)N1CCN(CC1)C)OC)NC=1C=NC2=CC=CC=C2C1NS(=O)(=O)C